OCNC(=O)NCO N,N'-bis(hydroxy-methyl)urea